4'-[5-(acetylamino-methyl)-2-oxo-oxazolidin-3-yl]-2'-fluoro-biphenyl C(C)(=O)NCC1CN(C(O1)=O)C1=CC(=C(C=C1)C1=CC=CC=C1)F